FC(OC1=C(C=CC=C1)[C@H]1CCN2N1C=1C=C(C=CC1C2=O)C=2C=NC(=NC2)C(C)(C)O)F (R)-3-(2-(difluoromethoxy)phenyl)-6-(2-(2-hydroxypropan-2-yl)pyrimidin-5-yl)-2,3-dihydropyrazolo[1,2-a]indazol-9(1H)-one